CC1OCC(C1)(C1=CC=CC=C1)C tetrahydro-2,4-dimethyl-4-phenyl-furan